O[C@@H]([C@H](CC1=CC=C(C=C1)O)NC(O[C@H]1CO[C@H]2OCC[C@H]21)=O)CN(S(=O)(=O)C2=CC1=C(OCO1)C=C2)C[C@H](CC)C (3R,3aS,6aR)-hexahydrofuro[2,3-b]furan-3-yl ((2S,3R)-3-hydroxy-1-(4-hydroxyphenyl)-4-(N-((S)-2-methylbutyl)benzo[d][1,3]dioxole-5-sulfonamido)butan-2-yl)carbamate